(3-amino-6-(2,2-difluorocyclopropyl)-1H-pyrazolo[3,4-b]pyridin-1-yl)(3-fluoro-2-methoxyphenyl)methanone NC1=NN(C2=NC(=CC=C21)C2C(C2)(F)F)C(=O)C2=C(C(=CC=C2)F)OC